CC=1N=C(SC1C)NC(=O)C=1C(=C(C=CC1)NCCCCCCCC(=O)O)C 8-((3-((4,5-Dimethylthiazol-2-yl)carbamoyl)-2-methylphenyl)amino)octanoic acid